(R)-4-(3-((2-(cyclopropanecarboxamido)thiazol-5-yl)thio)-2-fluoro-6-methoxy-4-methylbenzoyl)piperazine C1(CC1)C(=O)NC=1SC(=CN1)SC=1C(=C(C(=O)N2CCNCC2)C(=CC1C)OC)F